(m-octyl-oxyphenyl)boron C(CCCCCCC)OC=1C=C(C=CC1)[B]